ClC1=CC(=C2CCN(CC2=C1)S(=O)(=O)C)[C@H]1N(CCC1)C(=O)OC(C)(C)C tert-butyl (S)-2-(7-chloro-2-(methylsulfonyl)-1,2,3,4-tetrahydroisoquinolin-5-yl)pyrrolidine-1-carboxylate